C(C)OC(=O)C1=C(SC(=C1C(=O)OCC)N=CC=1SC(=CC1)[N+](=O)[O-])NC(C1=CC(=CC=C1)OC(F)(F)F)=O 3-(trifluoromethoxy)benzamido-5-(5-nitrothiophen-2-yl)methyleneaminothiophene-3,4-dicarboxylic acid diethyl ester